NC1=CC=C(C=C1)C(=O)N1CCC(CC1)F (4-aminophenyl)(4-fluoropiperidin-1-yl)methanone